C(C)C1=CC=C(OCC(=O)N(CC=2SC=CC2)C2=NNC=C2)C=C1 2-(4-ethylphenoxy)-N-1H-pyrazol-3-yl-N-(2-thienylmethyl)acetamide